C(CCC)OC1=NC=2N(C(N(C(C2N1CC1=NC=C(C=C1)Cl)=O)CCCO)=O)C 8-butoxy-7-((5-chloropyridin-2-yl)methyl)-1-(3-hydroxypropyl)-3-methyl-1H-purine-2,6(3H,7H)-dione